O1CCCC=C1CN 3,4-dihydro-2H-Pyran-6-methylamine